(S)-3-(3-(trifluoromethyl)phenyl)isoxazolidine FC(C=1C=C(C=CC1)[C@H]1NOCC1)(F)F